(S)-8-((3S,5R)-4-acryloyl-3,5-dimethylpiperazin-1-yl)-3-ethoxy-11-(4-fluorophenyl)-10-(trifluoromethyl)-3,4-dihydro-2H,6H-[1,4]thiazepino[2,3,4-ij]quinazolin-6-one C(C=C)(=O)N1[C@H](CN(C[C@H]1C)C1=NC(N2C3=C(C(=C(C=C13)C(F)(F)F)C1=CC=C(C=C1)F)SC[C@H](C2)OCC)=O)C